FC(C(=O)NC=1C=C2C(=NC1)N(C=C2C)C2=NC(=NC=C2C)NC2=NN(C=C2)C)=C 2-fluoro-N-[3-methyl-1-[5-methyl-2-[(1-methylpyrazol-3-yl)amino]pyrimidin-4-yl]pyrrolo[2,3-b]pyridin-5-yl]prop-2-enamide